ClC1=C(C=CC(=C1)Cl)C=1CCS(C2=C(C1C1=CC=C(C=C1)O[C@@H]1CN(CC1)CCCF)C=CC(=C2)O)(=O)=O 4-(2,4-Dichlorophenyl)-5-[4-[(3S)-1-(3-fluoropropyl)pyrrolidin-3-yl]oxyphenyl]-1,1-dioxo-2,3-dihydro-1λ6-benzothiepin-8-ol